glyceryl dilinoleate CCCCC/C=C\C/C=C\CCCCCCCC(=O)OCC(CO)OC(=O)CCCCCCC/C=C\C/C=C\CCCCC